COC[C@@H](C(N1CCN(CC1)C1=CC(=C(C=C1)[2H])C(F)(F)F)=O)NC(C)=O (S)-N-(3-methoxy-1-oxo-1-(4-(3-(trifluoromethyl)phenyl-4-d)piperazin-1-yl)propan-2-yl)acetamide